3-[[(2,5-dichloro-4-ethoxyphenyl)methyl]sulfonyl]-4,5-dihydro-5,5-dimethylisoxazole ClC1=C(C=C(C(=C1)OCC)Cl)CS(=O)(=O)C1=NOC(C1)(C)C